2,4-dihydroxy-N,5-diisopropyl-N-(4-morpholinylphenyl)benzamide OC1=C(C(=O)N(C2=CC=C(C=C2)N2CCOCC2)C(C)C)C=C(C(=C1)O)C(C)C